FC1CN(C1)CCC1=C(C=CC=C1)NC(C=CC1=CC=C2C=NN(C2=C1)C1OCCCC1)=O N-[2-[2-(3-fluoroazetidin-1-yl)ethyl]phenyl]-3-[1-(oxan-2-yl)indazol-6-yl]prop-2-enamide